(S)-1-(2-fluoro-5-((4-oxo-3,4-dihydrophthalazin-1-yl)methyl)benzoyl)pyrrolidine-3-yl methansulfonate CS(=O)(=O)O[C@@H]1CN(CC1)C(C1=C(C=CC(=C1)CC1=NNC(C2=CC=CC=C12)=O)F)=O